4-(methoxymethoxy)-2-[(4-methoxyphenyl)methoxy]Benzaldehyde COCOC1=CC(=C(C=O)C=C1)OCC1=CC=C(C=C1)OC